4-[4-bromo-3-(cyclopentoxymethyl)phenoxy]tetrahydropyran-4-carboxylic acid BrC1=C(C=C(OC2(CCOCC2)C(=O)O)C=C1)COC1CCCC1